caesium 2-[3-[[5-[(5-bromo-1-tetrahydropyran-2-yl-indazol-4-yl)carbamoyl]thiazol-2-yl]amino]pyrazol-1-yl]acetate BrC=1C(=C2C=NN(C2=CC1)C1OCCCC1)NC(=O)C1=CN=C(S1)NC1=NN(C=C1)CC(=O)[O-].[Cs+]